C(=O)C1=NC=CC(=C1)CN1C[C@@H](CCC1)NC(OC(C)(C)C)=O tert-butyl N-[(3R)-1-[(2-formylpyridin-4-yl)methyl]piperidin-3-yl]carbamate